CC1=CC=C(C=C1)SC1=C2C(=NC(=NC2=CC=C1)N)N 5-[(4-methylphenyl)sulfanyl]-2,4-quinazolinediamine